O1CC(C1)C[Si](OCCC)(OCCC)C1=CC=CC=C1 (oxetane-3-yl)methylphenyl-di-n-propyl-oxysilane